ClC=1C=C(OCC2=C(C=C(C(=O)OC)C=C2)C(=O)OC)C=CC1 4-((3-Chlorophenoxy)methyl)isophthalic acid, dimethyl ester